10-eicosen-1-ol C(CCCCCCCCC=CCCCCCCCCC)O